tert-butyl ((S)-1-amino-3-((S)-6,7-dihydro-5H-pyrrolo[2,1-c][1,2,4]triazol-7-yl)-1-oxopropan-2-yl)carbamate NC([C@H](C[C@@H]1CCN2C1=NN=C2)NC(OC(C)(C)C)=O)=O